tert-butyl-[3-(1,3,4-thiadiazol-2-yl) pyridin-2-yl] piperazine-1-carboxylate N1(CCNCC1)C(=O)OC1=NC=CC(=C1C=1SC=NN1)C(C)(C)C